(S)-N-((R or S)-(4-chloro-3-(trifluoromethyl)-phenyl)(4-cyanophenyl)-methyl)-2-oxo-imidazolidine-4-carboxamide ClC1=C(C=C(C=C1)[C@H](NC(=O)[C@H]1NC(NC1)=O)C1=CC=C(C=C1)C#N)C(F)(F)F |o1:7|